CN1N=CC=C1CNC=1N=C(C2=C(N1)CN(C2)C#N)C2=CC=CC=C2 2-(((1-methyl-1H-pyrazol-5-yl)methyl)amino)-4-phenyl-5,7-dihydro-6H-pyrrolo[3,4-d]pyrimidine-6-carbonitrile